methyl 2,2,3,3-tetramethylpentanoate CC(C(=O)OC)(C(CC)(C)C)C